O1CCNCCC1 perhydro-1,4-oxazepine